ClC=1C=C(C(=C(C(=O)O)C1)O)COCCOC 5-chloro-2-hydroxy-3-((2-methoxyethoxy)methyl)benzoic acid